N-(2-(4,4-difluorocyclohexyl)-4-(2,5-difluorophenyl)pyridin-3-yl)-2-(oxetan-3-yl)acetamide FC1(CCC(CC1)C1=NC=CC(=C1NC(CC1COC1)=O)C1=C(C=CC(=C1)F)F)F